4-[4-(6,6-dimethyl-4,5,6,7-tetrahydro-1H-indazole-3-amido)-1H-pyrazol-1-yl]cyclohexane-1-carboxylic acid CC1(CCC=2C(=NNC2C1)C(=O)NC=1C=NN(C1)C1CCC(CC1)C(=O)O)C